BrC=1C=C(C=NC1)N(C1=NC(=NC2=CC=C(C=C12)F)Cl)CC(F)F N-(5-bromopyridin-3-yl)-2-chloro-N-(2,2-difluoroethyl)-6-fluoroquinazolin-4-amine